FC=1C=C(C=C(C1)F)[C@@H]1CC=NN1C(=O)N1CCN(CC1)C1=NC=CC(=N1)C1=CC(=CN1)C(=O)Cl (S)-5-(2-(4-(5-(3,5-difluorophenyl)-4,5-dihydro-1H-pyrazol-1-carbonyl)piperazin-1-yl)pyrimidin-4-yl)-1H-pyrrole-3-carbonyl chloride